thiocarbonyldi-2(1H)-pyridinone C(=S)(N1C(C=CC=C1)=O)N1C(C=CC=C1)=O